(3R)-2-hydroxy-3-(2-(4-phosphonophenyl)-2-((R)-pyrrolidine-3-carboxamido)acetamido)-3,4-dihydro-2H-benzo[e][1,2]oxaborinine-8-carboxylic acid OB1OC2=C(C[C@@H]1NC(C(NC(=O)[C@H]1CNCC1)C1=CC=C(C=C1)P(=O)(O)O)=O)C=CC=C2C(=O)O